FC1=C(C(=O)NC(C(=O)O)CCN(CCCCC2=NC=3NCCCC3C=C2)CC(CF)OC)C=CC=C1F 2-[(2,3-difluorobenzoyl)amino]-4-[[3-fluoro-2-methoxy-propyl]-[4-(5,6,7,8-tetrahydro-1,8-naphthyridin-2-yl)butyl]amino]butanoic acid